[3,5-difluoro-4-(6-fluoro-3-pyridinyl) phenyl] trifluoromethanesulfonate FC(S(=O)(=O)OC1=CC(=C(C(=C1)F)C=1C=NC(=CC1)F)F)(F)F